1,1-dichloro-2,2,4,4,4-pentafluorobutane ClC(C(CC(F)(F)F)(F)F)Cl